6-fluoro-N-(2-fluoroethyl)picolinamide FC1=CC=CC(=N1)C(=O)NCCF